(2-(dimethylamino)ethyl)-2-(naphthalen-2-yl)-5-phenyloxazole-4-carboxamide CN(CCNC(=O)C=1N=C(OC1C1=CC=CC=C1)C1=CC2=CC=CC=C2C=C1)C